2-chloro-7-methyl-9-(tetrahydro-2H-pyran-4-yl)-7,9-dihydro-8H-purine-8-thione ClC1=NC=C2N(C(N(C2=N1)C1CCOCC1)=S)C